N-(2-cyanoethyl)thieno[3,2-b]pyridine-3-carboimidoyl chloride C(#N)CCN=C(C1=CSC=2C1=NC=CC2)Cl